methyl (2R,3S,3aS,6aR)-2-((((1s,4S)-4-(3-fluorophenyl)-cyclohexyl)oxy)methyl)-3-((N-methylsulfamoyl)amino)hexahydrocyclopenta-[b]pyrrole-1(2H)-carboxylate FC=1C=C(C=CC1)C1CCC(CC1)OC[C@H]1[C@H]([C@@H]2[C@H](N1C(=O)OC)CCC2)NS(NC)(=O)=O